ClC=1C=C2C=C(NC2=CC1OCC1=CC(=NO1)C)CNC(=O)N1C(CC1)C#N N-((5-chloro-6-((3-methylisoxazol-5-yl)methoxy)-1H-indol-2-yl)methyl)-2-cyanoazetidine-1-carboxamide